[Cu+2].C(=O)C1=CC=CC=C1OC1=C(C(=NC=C1)C1=NC=CC=C1)OC1=CC=CC=C1C=O bis(6-formylphenoxy)-bipyridine copper (II)